7-(3-(adamantan-1-yl)-4-methoxyphenyl)quinoline-3-carboxylic acid C12(CC3CC(CC(C1)C3)C2)C=2C=C(C=CC2OC)C2=CC=C3C=C(C=NC3=C2)C(=O)O